C([C@H](O)C)(=O)OC(C)(C)C tert-butyl (R)-lactate